COC(CCC=1C(=NN(C1C)COCC[Si](C)(C)C)C(=O)OC)=O methyl 4-(3-methoxy-3-oxopropyl)-5-methyl-1-{[2-(trimethylsilyl) ethoxy] methyl}-1H-pyrazole-3-carboxylate